(2-((5-Bromo-2-chloropyrimidin-4-yl)amino)-5-fluorophenyl)dimethylphosphine oxide BrC=1C(=NC(=NC1)Cl)NC1=C(C=C(C=C1)F)P(C)(C)=O